(S)-oxacyclohexane-2-formic acid O1[C@@H](CCCC1)C(=O)O